1,3,6,8-tetra(p-methoxyphenyl)pyrene COC1=CC=C(C=C1)C1=CC(=C2C=CC3=C(C=C(C4=CC=C1C2=C34)C3=CC=C(C=C3)OC)C3=CC=C(C=C3)OC)C3=CC=C(C=C3)OC